NC1NCCC(C1)C=1C=C(N2C=CC=CC12)C#N 1-(2-aminopiperidin-4-yl)indolizine-3-carbonitrile